tri(o-ethylphenyl) phosphate P(=O)(OC1=C(C=CC=C1)CC)(OC1=C(C=CC=C1)CC)OC1=C(C=CC=C1)CC